6-methoxy-3-pyridineFormaldehyde COC1=CC=C(C=N1)C=O